(Z)-S-(2-(N-((4-amino-2-methylpyrimidin-5-yl)methyl) formamido)-5-(phosphonooxy)pent-2-en-3-yl) O-benzylcarbonothioate C(C1=CC=CC=C1)S(C([O-])=O)\C(=C(\C)/N(C=O)CC=1C(=NC(=NC1)C)N)\CCOP(=O)(O)O